3,5-dimethoxy-1-indanone COC1CC(C2=CC=C(C=C12)OC)=O